ethyl 3-((1r,4r)-4-(3-bromophenoxy)cyclohexyl)propanoate BrC=1C=C(OC2CCC(CC2)CCC(=O)OCC)C=CC1